Br.C(C)N(C(=O)[C@H]1CN(C)[C@@H]2CC3=C(NC4=CC=CC(C2=C1)=C34)Br)CC 2-Bromolysergic Acid Diethylamide Hydrobromide